ClC1=NC(=C2N=CN(C2=N1)COCC[Si](C)(C)C)N1CC2CCC(C1)N2C(=O)OC(C)(C)C tert-butyl 3-(2-chloro-9-{[2-(trimethylsilyl)ethoxy]methyl}-9H-purin-6-yl)-3,8-diazabicyclo[3.2.1]octane-8-carboxylate